S[SiH](C)CCCS mercapto-3-mercaptopropylmethylsilane